2,2,2-Trifluoroethyl ((1S)-2,2-dimethyl-1-{[(4-methylbenzoyl)amino]methyl}-propyl)carbamate CC([C@@H](CNC(C1=CC=C(C=C1)C)=O)NC(OCC(F)(F)F)=O)(C)C